rac-(1S*,2S*)-2-(7-chloro-8-fluoroimidazo[1,5-a]pyridin-1-yl)-N-(6-(((6-cyclopropylimidazo[1,2-a]pyridin-2-yl)methyl)amino)pyrimidin-4-yl)cyclopropane-1-carboxamide ClC1=C(C=2N(C=C1)C=NC2[C@@H]2[C@H](C2)C(=O)NC2=NC=NC(=C2)NCC=2N=C1N(C=C(C=C1)C1CC1)C2)F |r|